7-(((cyclobutylmethyl)amino)methyl)-3,3-dimethyl-N-(3-((1s,3s)-3-methyl-1-(4-methyl-4H-1,2,4-triazol-3-yl)cyclobutyl)phenyl)-2,3-dihydro-1H-pyrrolo[3,2-b]pyridine-5-carboxamide C1(CCC1)CNCC1=C2C(=NC(=C1)C(=O)NC1=CC(=CC=C1)C1(CC(C1)C)C1=NN=CN1C)C(CN2)(C)C